1-[2-chloro-4-[[5-[6-(dimethylamino)-2,5-difluoro-3-pyridinyl]-1-methyl-imidazole-2-carbonyl]amino]benzoyl]piperidine-4-carboxylic acid ClC1=C(C(=O)N2CCC(CC2)C(=O)O)C=CC(=C1)NC(=O)C=1N(C(=CN1)C=1C(=NC(=C(C1)F)N(C)C)F)C